N-[(3S)-1-[2-bromo-6-methoxy-5-(3-methoxypropoxy)pyridin-3-yl]-4-methylpentan-3-yl]Carbamic acid tert-butyl ester C(C)(C)(C)OC(N[C@@H](CCC=1C(=NC(=C(C1)OCCCOC)OC)Br)C(C)C)=O